C(C)C=1N=C(OC1C(=O)OCCOCCC)CC1=CC(=NO1)C=1C=NN(C1)C1OCCCC1 2-(propoxy)ethanol ethyl-2-((3-(1-(tetrahydro-2H-pyran-2-yl)-1H-pyrazol-4-yl)isoxazol-5-yl)methyl)oxazole-5-carboxylate